C(C)C1(NC(N(C(C1)=O)[C@H](C)C1=CC(=CC=C1)C(N[C@H]1[C@@](COC2=CC=CC=C12)(C)O)=O)=[NH2+])CC [4,4-diethyl-1-[(1R)-1-[3-[[(3R,4R)-3-hydroxy-3-methyl-chroman-4-yl]carbamoyl]phenyl]ethyl]-6-oxo-hexahydropyrimidin-2-ylidene]ammonium